The molecule is a monosaccharide derivative resulting from the formal condensation of the hydroxy group of 2-methyl-4-oxo-4H-pyran-3-yl beta-D-glucopyranoside with the carboxy group of 3-hydroxy-3-methylglutaric acid. It has a role as a plant metabolite. It is a dicarboxylic acid monoester, a tertiary alcohol, a monosaccharide derivative and a beta-D-glucoside. It derives from a 3-hydroxy-2-methyl-4-pyrone, a beta-D-glucose and a 3-hydroxy-3-methylglutaric acid. CC1=C(C(=O)C=CO1)O[C@H]2[C@@H]([C@H]([C@@H]([C@H](O2)COC(=O)CC(C)(CC(=O)O)O)O)O)O